[(1R,2S,4R)-2-Hydroxy-4-((5-[(4-{[5-(trifluoromethyl)-2-furyl]methyl}-2-thienyl)carbonyl]pyrimidin-4-yl)amino)cyclopentyl]methylsulfamate O[C@@H]1[C@H](C[C@H](C1)NC1=NC=NC=C1C(=O)C=1SC=C(C1)CC=1OC(=CC1)C(F)(F)F)CNS([O-])(=O)=O